tert-butyl 6-(3-(1-(2-methoxyquinolin-8-yl)-5-oxo-4,5-dihydro-1H-1,2,4-triazol-3-yl)piperidin-1-yl)-2-azaspiro[3.3]heptane-2-carboxylate COC1=NC2=C(C=CC=C2C=C1)N1N=C(NC1=O)C1CN(CCC1)C1CC2(CN(C2)C(=O)OC(C)(C)C)C1